4-fluoro-N-{[3-fluoro-4-(1-methylcyclopropyl)phenyl](phenyl)methyl}-1-[2-(2-oxo-2,3-dihydro-1H-indol-1-yl)acetyl]pyrrolidine-2-carboxamide FC1CC(N(C1)C(CN1C(CC2=CC=CC=C12)=O)=O)C(=O)NC(C1=CC=CC=C1)C1=CC(=C(C=C1)C1(CC1)C)F